5-chloro-4-fluoro-N-[(1S)-3-(methylamino)-1-[[(3S,5R)-5-methyl-2-oxo-pyrrolidin-3-yl]methyl]-2,3-dioxo-propyl]-2-[[1-(2,2,2-trifluoroethyl)cyclopropanecarbonyl]amino]benzamide ClC=1C(=CC(=C(C(=O)N[C@H](C(C(=O)NC)=O)C[C@H]2C(N[C@@H](C2)C)=O)C1)NC(=O)C1(CC1)CC(F)(F)F)F